N-((4-amino-1-(4-methoxybenzyl)-7-(1H-pyrazol-1-yl)-1H-imidazo[4,5-c]quinolin-2-yl)methyl)-N-ethylacetamide NC1=NC=2C=C(C=CC2C2=C1N=C(N2CC2=CC=C(C=C2)OC)CN(C(C)=O)CC)N2N=CC=C2